BrC=1C=CC(=C(C=O)C1)[N+](=O)[O-] 5-bromo-2-nitrobenzaldehyde